BrCC1(COC(OC1)(C)C)COCC12COC(OC1)(OC2)C 4-(((5-(bromomethyl)-2,2-dimethyl-1,3-dioxan-5-yl)methoxy)methyl)-1-methyl-2,6,7-trioxabicyclo[2.2.2]octane